tert-Butyl N-[2-[[[(2R)-2-benzyloxy-2-(trifluoromethyl)hex-5-enoyl]amino]carbamoyl]-5-(difluoromethyl)-6-[(1R)-1-methylbut-3-enoxy]-3-pyridyl]carbamate C(C1=CC=CC=C1)O[C@@](C(=O)NNC(=O)C1=NC(=C(C=C1NC(OC(C)(C)C)=O)C(F)F)O[C@@H](CC=C)C)(CCC=C)C(F)(F)F